3-(1H-Benzimidazole-5-yl)-L-alanine N1C=NC2=C1C=CC(=C2)C[C@H](N)C(=O)O